FC(C=1C(=C(C=CC1)[C@@H](C)NC(=O)C=1C=C(C=C2C=NNC12)C=1CN(CC1)C(=O)OC(C)(C)C)F)F tert-butyl 3-[7-[[(1R)-1-[3-(difluoromethyl)-2-fluorophenyl]ethyl]carbamoyl]-1H-indazol-5-yl]-2,5-dihydropyrrole-1-carboxylate